1-ethyl-3-methyl-imidazolium tert-butyl-2-(3-(trifluoromethoxy)phenyl)-7-azaspiro[3.5]nonane-7-carboxylate C(C)(C)(C)OC(=O)N1CCC2(CC(C2)C2=CC(=CC=C2)OC(F)(F)F)CC1.C(C)N1C=[N+](C=C1)C